1-Hydroxy-2-methyl-5-amino-6-chlorobenzene OC1=C(C=CC(=C1Cl)N)C